isopropyl(methyl)((2-methyl-7-(5-(trifluoromethyl)-1,2,4-oxadiazol-3-yl)imidazo[1,2-a]pyridin-3-yl)imino)-λ6-sulfanone C(C)(C)S(=O)(=NC1=C(N=C2N1C=CC(=C2)C2=NOC(=N2)C(F)(F)F)C)C